NC=1C=CC2=C(CC(O2)C(=O)OCC)C1 ethyl 5-amino-2,3-dihydrobenzofuran-2-carboxylate